FC(C1=CC=2C=C3N(CCNC3)C2N=C1)(F)F 3-(trifluoromethyl)-6,7,8,9-tetrahydropyrido[3',2':4,5]pyrrolo[1,2-a]pyrazine